5-(3-fluoroimidazo[1,2-a]pyridin-6-yl)-2-(3,3,3-trifluoropropyl)-7H-pyrrolo[2,3-d]pyrimidine FC1=CN=C2N1C=C(C=C2)C2=CNC=1N=C(N=CC12)CCC(F)(F)F